(R)-1-(4-(1-aminoethyl)phenyl)-7-fluoro-2-methoxy-4-methyl-6(5H)-phenanthridinone hydrochloride Cl.N[C@H](C)C1=CC=C(C=C1)C1=C(C=C(C=2NC(C3=C(C=CC=C3C12)F)=O)C)OC